((R)-1-((R)-2-acetamido-4-morpholino-4-oxobutanamido)-4-phenylbutyl)boronic acid C(C)(=O)N[C@@H](C(=O)N[C@@H](CCCC1=CC=CC=C1)B(O)O)CC(=O)N1CCOCC1